C(#N)[C@H](CC1=C(C=C(C=C1)C#CC1CCCC1)F)NC(=O)[C@H]1OCCCN(C1)C(=O)OC(C)(C)C tert-butyl (S)-2-(((S)-1-cyano-2-(4-(cyclopentylethynyl)-2-fluorophenyl)ethyl)carbamoyl)-1,4-oxazepane-4-carboxylate